C[C@H]1C[C@@H](NC1)CONC(=O)[C@H]1N2C(N([C@H](CC1)C2)OS(=O)(=O)O)=O (2S,5R)-N-{[(2R,4S)-4-Methyl-pyrrolidin-2-yl]methyloxy}-7-OXO-6-(sulfooxy)-1,6-diazabicyclo[3.2.1]octane-2-carboxamide